C(#N)C1=CC=C(CNC(=O)C2=NN(C=3C(N(CCC32)CC3(CC3)S(=O)(=O)C(COC(CO)(F)F)(C)C)=O)C)C=C1 N-(4-cyanobenzyl)-6-((1-((1-(1,1-difluoro-2-hydroxyethoxy)-2-methylpropan-2-yl)sulfonyl)cyclopropyl)methyl)-1-methyl-7-oxo-4,5,6,7-tetrahydro-1H-pyrazolo[3,4-c]pyridine-3-carboxamide